C=CCCCCCCCCCCCCCCCCCC 1-n-eicosene